(S)-2-((2-((3,3-dimethyl-1-(2,2,2-trifluoroethoxy)-1,3-dihydro-[1,2]oxaborolo[4,3-b]pyridin-5-yl)amino)-5-(5-fluoro-1,3,4-oxadiazol-2-yl)pyrimidin-4-yl)amino)-2-phenylethan-1-ol CC1(OB(C=2C1=NC(=CC2)NC2=NC=C(C(=N2)N[C@H](CO)C2=CC=CC=C2)C=2OC(=NN2)F)OCC(F)(F)F)C